4,5-dichloro-2-(m-tolyl)-pyridazin-3(2H)-one ClC=1C(N(N=CC1Cl)C=1C=C(C=CC1)C)=O